(R)-7-(4-chlorophenyl)-4,5,6,7-tetrahydropyrazolo[1,5-a]pyrimidine-3-carbonitrile ClC1=CC=C(C=C1)[C@H]1CCNC=2N1N=CC2C#N